CC=1N=CN2C1C(=CC=C2)C2=CC=C(C=C2)N2C(N(C1=C2C=CC=C1)CC(=O)NCC(F)(F)F)=O 2-[3-[4-(1-methylimidazo[1,5-a]pyridin-8-yl)phenyl]-2-oxo-benzimidazol-1-yl]-N-(2,2,2-trifluoroethyl)acetamide